1-(4-methoxybenzyl)-5-cyano-1H-indole-3-carbaldehyde COC1=CC=C(CN2C=C(C3=CC(=CC=C23)C#N)C=O)C=C1